C(C)OC(CCN1C[C@]2(OCC1)CCC1=CC(=CC=C12)Br)=O.CC1OC2=C(C1)C=CC(=C2)C(C)=O 1-(2-methyl-2,3-dihydrobenzofuran-6-yl)ethan-1-one (S)-ethyl-3-(5-bromo-2,3-dihydrospiro[indene-1,2'-morpholin]-4'-yl)propanoate